1-(cyclopropylmethyl)-7-(4-(methoxy-d3)phenyl)-3-methyl-5-(2-methyl-2H-indazol-5-yl)-1,5-dihydro-6H-pyrazolo[4,3-c]pyridazin-6-one C1(CC1)CN1N=C(C2=NN(C(C(=C21)C2=CC=C(C=C2)OC([2H])([2H])[2H])=O)C2=CC1=CN(N=C1C=C2)C)C